N1(CCCCCC1)C=O (azepan-1-yl)methanone